2-(5-(4-propenoylpiperazin-1-yl)pyridin-3-yl)-N-(5-(trifluoromethyl)thiazol-2-yl)propanamide C(C=C)(=O)N1CCN(CC1)C=1C=C(C=NC1)C(C(=O)NC=1SC(=CN1)C(F)(F)F)C